β-3,4-epoxycyclohexylethyltrimethoxysilane C1(CC2C(CC1)O2)CC[Si](OC)(OC)OC